ClC1=C(C=C2C=NN(C2=C1)C1=NC=CC(=C1)C#N)C(=O)N[C@H]1[C@H]2CC[C@@H](C1)N2C#N 6-chloro-N-((1R,2R,4S)-7-cyano-7-azabicyclo[2.2.1]heptan-2-yl)-1-(4-cyano-2-pyridinyl)-1H-indazole-5-carboxamide